3-(2-Ethylnaphthalen-6-yl)-2-(Pyridine-3-yl)Quinazolin-4(3H)-One C(C)C1=CC2=CC=C(C=C2C=C1)N1C(=NC2=CC=CC=C2C1=O)C=1C=NC=CC1